8H-pyrano[3,4-b]pyridin-5-one N1=C2C(=CC=C1)C(COC2)=O